C1(CC1)[C@H](C1=CC=2N(N=C1)C=C(N2)[C@@H](NC(=O)C2=NON=C2C)C2CCC(CC2)(F)F)NC([C@H](CC2CC2)F)=O |o1:33| N-((S)-(7-((R)-Cyclopropyl((S*)-3-cyclopropyl-2-fluoropropanamido)methyl)imidazo[1,2-b]pyridazin-2-yl)(4,4-difluorocyclohexyl)methyl)-4-methyl-1,2,5-oxadiazole-3-carboxamide